6-((1-(4-(2-(2-Aminopyridin-3-yl)-3H-imidazo[4,5-b]pyridin-3-yl)benzyl)piperidin-4-yl)oxy)nicotinonitrile NC1=NC=CC=C1C1=NC=2C(=NC=CC2)N1C1=CC=C(CN2CCC(CC2)OC2=NC=C(C#N)C=C2)C=C1